ClC1=CC=C(C=C1)C1=C(CCC(C1)(C)C)C=O 2-(4-chlorophenyl)-4,4-dimethylcyclohex-1-eneformaldehyde